N-[2-(di-ethylamino)ethyl]-5-[(Z)-(5-fluoro-2-oxo-1H-indol-3-ylidene)methyl]-2,4-dimethyl-1H-pyrrole-3-carboxamide C(C)N(CCNC(=O)C1=C(NC(=C1C)\C=C\1/C(NC2=CC=C(C=C12)F)=O)C)CC